FC=1C=C2C(=C(C=NC2=CC1)C(=O)N1CCC(CC1)S(=O)(=O)C)N1CCC(CC1)(C#N)C1=CC=CC=C1 1-(6-fluoro-3-(4-(methylsulfonyl)piperidine-1-carbonyl)quinolin-4-yl)-4-phenylpiperidine-4-carbonitrile